3,4,5-trifluorobenzeneacetaldehyde FC=1C=C(C=C(C1F)F)CC=O